Methyl 5,5-difluoro-1-((6-(5-(hydroxymethyl)-1-methyl-1H-1,2,3-triazol-4-yl)-2-methylpyridin-3-yl)methyl)piperidine-3-carboxylate FC1(CC(CN(C1)CC=1C(=NC(=CC1)C=1N=NN(C1CO)C)C)C(=O)OC)F